guanylyl-(3'→5')-3'-guanylic acid [C@@H]1([C@H](O)[C@H](OP(=O)(O)OC[C@@H]2[C@H]([C@H]([C@@H](O2)N2C=NC=3C(=O)NC(N)=NC23)O)OP(=O)(O)O)[C@@H](CO)O1)N1C=NC=2C(=O)NC(N)=NC12